N1(CCNCC1)CCCNC(OC(C)(C)C)=O tert-butyl (3-(piperazin-1-yl)propyl)carbamate